(8-morpholino-5,6,7,8-tetrahydro-1,6-naphthyridin-2-yl)Phosphonic Acid Hydrochloride Cl.O1CCN(CC1)C1CNCC=2C=CC(=NC12)P(O)(O)=O